C(C)N1N=C(C=C1C1=NC(=NO1)[C@@H]1CC12CCN(CC2)S(=O)(=O)N)C (1R)-1-[5-(1-Ethyl-3-methyl-1H-pyrazol-5-yl)-1,2,4-oxadiazol-3-yl]-6-azaspiro[2.5]octan-6-sulfonamid